CC1=C(C=CC(=C1)C)C(/C=C/C1=CC(=C(OCC(=O)O)C=C1)OC)=O 2-[4-[(E)-3-(2,4-Dimethylphenyl)-3-oxoprop-1-enyl]-2-methoxyphenoxy]acetic acid